N-(tert-butyl)-4-((2-formylphenoxy)methyl)benzamide C(C)(C)(C)NC(C1=CC=C(C=C1)COC1=C(C=CC=C1)C=O)=O